FC(CC)(F)C=1C=C(C=CC1)NC(=O)C1C(=NN(C1=O)C1=CC=C2C=C(N(C2=C1)S(=O)(=O)C1=CC=C(C)C=C1)C)C N-(3-(1,1-difluoropropyl)phenyl)-3-methyl-1-(2-methyl-1-tosyl-1H-indol-6-yl)-5-oxo-4,5-dihydro-1H-pyrazole-4-carboxamide